CN(C)CCCNCCCN(C)C bis(dimethylaminopropyl)-amine